4-((6-Aminopyridin-3-yl)methyl)piperidine-1-carboxylic acid tert-butyl ester C(C)(C)(C)OC(=O)N1CCC(CC1)CC=1C=NC(=CC1)N